ClC=1N=CC=C2C1COCC2=O 8-chloro-1H-pyrano[3,4-c]pyridin-4(3H)-one